NC=1C(=NC(=CN1)C1=CC=C(C=C1)S(=O)(=O)C(C)C)C1=CC(=NO1)C1=CC=C(CNC(=O)NC2CC2)C=C1 1-(4-(5-(3-amino-6-(4-(isopropylsulfonyl)phenyl)pyrazin-2-yl)isoxazol-3-yl)benzyl)-3-cyclopropylurea